p-hydroxyphenylacetic acid anion OC1=CC=C(C=C1)CC(=O)[O-]